OC1(CCN(CC1)C(=O)C1(CC1)C=1SC=CC1)CN1C=C(C(=CC1=O)C1=CC=CC=C1)C(=O)N(C)C(C)C 1-((4-Hydroxy-1-(1-(thiophen-2-yl)cyclopropan-1-carbonyl)piperidin-4-yl)methyl)-N-isopropyl-N-methyl-6-oxo-4-phenyl-1,6-dihydropyridin-3-carboxamid